Cyclohexylaminodiethanol C1CCC(CC1)N(CCO)CCO